(1R,3S,4S)-2-[(tert-butoxy)carbonyl]-2-azabicyclo[2.2.1]heptane-3-carboxylic acid C(C)(C)(C)OC(=O)N1[C@@H]2CC[C@H]([C@H]1C(=O)O)C2